5-chloro-N4-(4-methoxyphenyl)-N2-(5-(4-methylpiperazin-1-yl)pyridin-2-yl)pyrimidine-2,4-diamine ClC=1C(=NC(=NC1)NC1=NC=C(C=C1)N1CCN(CC1)C)NC1=CC=C(C=C1)OC